C12(CC3CC(CC(C1)C3)C2)NCCC2=CC=C(COC3=C1CN(C(C1=CC=C3)=O)C3C(NC(CC3)=O)=O)C=C2 3-(4-((4-(2-((adamantan-1-yl)amino)ethyl)benzyl)oxy)-1-oxoisoindolin-2-yl)piperidine-2,6-dione